NC=1N=C(C2=C(N1)C=CN2CC2=C(C=C(C(=O)OC)C=C2)OC)CCCCCC Methyl 4-({2-amino-4-hexyl-5H-pyrrolo[3,2-d]pyrimidin-5-yl}methyl)-3-methoxybenzoate